Cl.NC(C(=O)N1CCN(CC1)C(=O)NC1=NC(N(C=C1)C1=CC=C(C=C1)CN(C1CC1)[C@@H]1CC[C@H](CC1)N)=O)(C)C 4-(2-Amino-2-methylpropanoyl)-N-(1-(4-(((trans-4-aminocyclohexyl)(cyclopropyl)amino)methyl)phenyl)-2-oxo-1,2-dihydropyrimidin-4-yl)piperazine-1-carboxamide hydrochloride salt